C(C)(C)(C)C1=C([O-])C=CC=C1.[Li+] lithium 2-tert-butylphenoxide